Methyl 2-(4-(6-((4-cyano-2-fluorobenzyl)oxy)pyridin-2-yl)-2-fluorobenzyl)-1-((1-(fluoromethyl)cyclopropyl)methyl)-1H-benzo[d]imidazole-5-carboxylate C(#N)C1=CC(=C(COC2=CC=CC(=N2)C2=CC(=C(CC3=NC4=C(N3CC3(CC3)CF)C=CC(=C4)C(=O)OC)C=C2)F)C=C1)F